(S)-N-((R)-1-(4-carbamoylthiophen-2-yl)ethyl)-7-((9,9-difluoro-9H-fluorene-3-carbonyl)glycyl)-1,4-dioxa-7-azaspiro[4.4]nonane-8-carboxamide C(N)(=O)C=1C=C(SC1)[C@@H](C)NC(=O)[C@H]1N(CC2(OCCO2)C1)C(CNC(=O)C=1C=CC=2C(C3=CC=CC=C3C2C1)(F)F)=O